deoxybromocytidine Br[C@@]1(C[C@H](O)[C@@H](CO)O1)N1C(=O)N=C(N)C=C1